(6aR,8S)-8-(benzyloxy)-2-chloro-6a-(difluoromethyl)-6a,7,8,9-tetrahydropyrrolo[1',2':4,5]pyrazino[2,3-c]pyridazin-6(5H)-one C(C1=CC=CC=C1)O[C@H]1C[C@]2(N(C=3C(=NN=C(C3)Cl)NC2=O)C1)C(F)F